ClC1=C2C(C(=C(OC2=CC=C1)C1=CC=CC=C1)F)=O chlorofluoroflavone